BrC1=CC=C(C=C1)C(\C=C\C1(CC1)N1C=C(C2=CC=CC=C12)[N+](=O)[O-])=O (E)-1-(4-bromophenyl)-3-(1-(3-nitro-1H-indol-1-yl)cyclopropyl)prop-2-en-1-one